6-amino-1-[(3,5-dichlorophenyl)methyl]-3,4-dihydroquinolin-2-one NC=1C=C2CCC(N(C2=CC1)CC1=CC(=CC(=C1)Cl)Cl)=O